ClC1=CC=CC2=C1CCCC[C@H]2N2CCNCC2 ((R)-1-chloro-6,7,8,9-tetrahydro-5H-benzo[7]annulen-5-yl)piperazin